OCC(C1=CC=CC=C1)NC(CC(CC(=O)O)(C)C)=O 5-((2-Hydroxy-1-phenyl-ethyl)amino)-3,3-dimethyl-5-oxopentanoic acid